7-methylquinolin-5-amine CC=1C=C(C=2C=CC=NC2C1)N